(S)-7-bromo-3-(penta-3-yl)-5-phenyl-1H-benzo[e][1,4]diazepin-2(3H)-one BrC1=CC2=C(NC([C@@H](N=C2C2=CC=CC=C2)C(CC)CC)=O)C=C1